O[C@H]1[C@@H](CN(CC1)C(=O)OC(C)(C)C)OC |r| rac-tert-butyl (3R,4R)-4-hydroxy-3-methoxypiperidine-1-carboxylate